4-{5-[(3-hydroxybenzylidene)amino]-1,3,4-thiadiazol-2-yl}catechol OC=1C=C(C=NC2=NN=C(S2)C=2C=C(C(O)=CC2)O)C=CC1